(3aR,5s,6aS)-N-(6-(2-methyl-2H-indazol-5-yl)-4-(trifluoro-methyl)pyridazin-3-yl)-2-(((S)-tetrahydrofuran-3-yl)methyl)octahydro-cyclopenta[c]pyrrol-5-amine CN1N=C2C=CC(=CC2=C1)C1=CC(=C(N=N1)NC1C[C@@H]2[C@@H](CN(C2)C[C@H]2COCC2)C1)C(F)(F)F